FC1=CC(=C(C=C1)NC1=C(C(=O)NC=2C(=NC(=CC2)OC)C)C=CC(=C1)OC(F)(F)F)C(C)C 2-((4-fluoro-2-isopropylphenyl)amino)-N-(6-methoxy-2-methylpyridin-3-yl)-4-(trifluoromethoxy)benzamide